2-(2-(difluoromethoxy)-3-fluoro-5-isopropylphenyl)-5,5-dimethyl-1,3,2-dioxaborinane FC(OC1=C(C=C(C=C1F)C(C)C)B1OCC(CO1)(C)C)F